methyl (E)-N'-((Z)-(3-(4-fluorophenyl)-4-phenyl-5,6-dihydropyridazin-1(4H)-yl)(((4-(trifluoromethyl)phenyl)sulfonyl)imino)methyl)carbamimidothioate FC1=CC=C(C=C1)C1=NN(CCC1C1=CC=CC=C1)\C(\N=C(/N)\SC)=N/S(=O)(=O)C1=CC=C(C=C1)C(F)(F)F